((2R,7aS)-2-Fluorotetrahydro-1H-pyrrolizin-7a(5H)-yl-2-d)methanol F[C@@]1(C[C@@]2(CCCN2C1)CO)[2H]